2-(4-bromophenyl)-2,6-diazaspiro[3.3]heptane BrC1=CC=C(C=C1)N1CC2(C1)CNC2